C1(CC1)N1C[C@H]([C@H](CC1)NC1=NN2C(C(=N1)OC)=C(C=C2)C=2C=CC1=C(N(N=N1)CC(F)F)C2)F N-((3R,4S)-1-cyclopropyl-3-fluoropiperidin-4-yl)-5-(1-(2,2-difluoroethyl)-1H-benzo[d][1,2,3]triazol-6-yl)-4-methoxypyrrolo[2,1-f][1,2,4]triazin-2-amine